OCC1N(CCCC1)CCCOC=1C(=C(C=CC1)C1=C(C(=CC=C1)OCCCN1C[C@@H](CC1)O)C)C (3R)-1-(3-((3'-(3-(2-(hydroxymethyl)piperidin-1-yl)propoxy)-2,2'-dimethyl-[1,1'-biphenyl]-3-yl)oxy)propyl)pyrrolidin-3-ol